ClC1=CC=C(C=C1)C1=NOC(=N1)NC=1C(=NC=CN1)C(=NO)N ((3-(4-chlorophenyl)-1,2,4-oxadiazol-5-yl)amino)-N'-hydroxypyrazine-2-carboxamidine